C(C1=CC=CC=C1)[SH+]CC1=CC=C(C=C1)OC(=O)OC.CS(=O)(=O)[O-] methanesulfonic acid benzyl-(4-((methoxycarbonyl)oxy)phenyl)methylsulfonium salt